1-((4'-(1-(dimethylamino)ethyl)-[1,1'-biphenyl]-4-yl)sulfonyl)-N-hydroxyl-1,2,3,6-tetrahydropyridine-4-formamide CN(C(C)C1=CC=C(C=C1)C1=CC=C(C=C1)S(=O)(=O)N1CCC(=CC1)C(=O)NO)C